O1CCN(CC1)C1=CC(=NC=N1)N[C@H]1CNCC1 6-morpholino-N-[(3R)-pyrrolidin-3-yl]pyrimidin-4-amine